5-[4-[(3S)-1-(3-fluoropropyl)pyrrolidin-3-yl]oxyphenyl]-4-[4-(trifluoromethylsulfanyl)phenyl]-2,3-dihydro-1-benzothiepin-8-ol FCCCN1C[C@H](CC1)OC1=CC=C(C=C1)C1=C(CCSC2=C1C=CC(=C2)O)C2=CC=C(C=C2)SC(F)(F)F